FC=1C(N(C(N(C1)S(=O)(=O)C1=CC=C(C)C=C1)=O)C)=N fluoro-4-imino-3-methyl-1-tosyl-3,4-dihydropyrimidin-2(1H)-one